C1(=CCCC=C1)N1C=2N=C(N(C(C2N=C1C1=CC=CC=C1)=O)C1=CC=C(C=C1)OC)NC1=NC=CC=C1 9-(cyclohex-1,5-dien-1-yl)-1-(4-methoxyphenyl)-8-phenyl-2-(pyridin-2-ylamino)-1,9-dihydro-6H-purin-6-one